FC(C(F)(F)F)(S(=O)(=O)[N-]S(=O)(=O)C(C(F)(F)F)(F)F)F.[Li+] Lithium bispentafluoroethanesulfonylamide